6-chloro-2-imino-2H-chromene ClC=1C=C2C=CC(OC2=CC1)=N